3-cyano-5,5-dimethyl-4-R-vinylfuran C(#N)C=1COC(C1C=C)(C)C